BrC1=C2C=NN(C2=CC(=C1C#CCO)Cl)C1OCCCC1 3-(4-Bromo-6-chloro-1-(tetrahydro-2H-pyran-2-yl)-1H-indazol-5-yl)prop-2-yn-1-ol